O.[Gd] Gadolinium hydrat